(6R)-17-amino-6-hydroxy-6,15-bis(trifluoromethyl)-19-oxa-3,4,18-triazatricyclo[12.3.1.12,5]nonadeca-1(18),2,4,14,16-pentaen-13-one NC1=CC(=C2C(CCCCCC[C@@](C3=NN=C(C1=N2)O3)(C(F)(F)F)O)=O)C(F)(F)F